CN(CCO)C1=CC2=NC3=C(N2C=C1)C=C(C=C3)C 2-[methyl-(8-methylpyrido[1,2-a]benzimidazole-3-yl)amino]ethanol